CN1C2=C(C=C1C(=O)C1=CN(C3=CC=CC=C13)CCOC=1C=C(OC[C@@H]3CN(CC3)C(=O)OC(C)(C)C)C=CC1)SC=C2 tert-butyl (3S)-3-[[3-[2-[3-(4-methylthieno[3,2-b]pyrrole-5-carbonyl)indol-1-yl]ethoxy]phenoxy] methyl]pyrrolidine-1-carboxylate